tert-butyl 2-(3,5-bis(trifluoromethyl)-1H-pyrazol-1-yl)acetate FC(C1=NN(C(=C1)C(F)(F)F)CC(=O)OC(C)(C)C)(F)F